Potassium 2-(4-(4-(4-(benzhydryl) piperidin-1-yl) butanoyl) phenyl)-2-methylpropionate C(C1=CC=CC=C1)(C1=CC=CC=C1)C1CCN(CC1)CCCC(=O)C1=CC=C(C=C1)C(C(=O)[O-])(C)C.[K+]